FC1=C(C(=CC=C1)C)C1=CC=C2C=NC(=NC2=C1)NC1=C(C=C2CCNCC2=C1)OC 7-(2-fluoro-6-methylphenyl)-N-(6-methoxy-1,2,3,4-tetrahydroisoquinolin-7-yl)quinazolin-2-amine